1-(1-(3-chlorophenyl)-2-(dimethylamino)ethyl)-6-methyl-4-(5-morpholino-1-tosyl-1H-pyrrolo[2,3-b]pyridin-3-yl)pyridin-2(1H)-one ClC=1C=C(C=CC1)C(CN(C)C)N1C(C=C(C=C1C)C1=CN(C2=NC=C(C=C21)N2CCOCC2)S(=O)(=O)C2=CC=C(C)C=C2)=O